5-(aminomethyl)thiophene-3-carboximidamide NCC1=CC(=CS1)C(N)=N